N1(CCOCC1)C1=NC=C(C=N1)C=1C=C(C=CC1)[C@H](C)NC1=NC=NC=C1 N-{(1S)-1-[3-(2-morpholin-4-ylpyrimidin-5-yl)phenyl]ethyl}pyrimidin-4-amine